2-chloro-5-iodo-6-methyl-3-nitro-pyridin-4-amine ClC1=NC(=C(C(=C1[N+](=O)[O-])N)I)C